2-isobutyl-5,6-dimethoxy-3-methylcyclohexa-2,5-diene-1,4-dione C(C(C)C)C=1C(C(=C(C(C1C)=O)OC)OC)=O